FC(S(=O)(=O)NC=1N(N=C(N1)C1=CC=C(C=C1)C=O)C1=CC=C(C=C1)OC(F)(F)F)F 1,1-Difluoro-N-[5-(4-formylphenyl)-2-[4-(trifluoromethoxy)phenyl]-1,2,4-triazol-3-yl]methanesulfonamide